1,3-bis(3-cyanopropyl)tetramethyldisiloxane C(#N)CCC[Si](O[Si](CCCC#N)(C)C)(C)C